1-(3-fluoro-4,5-dimethoxy-phenyl)cyclopropanecarbaldehyde FC=1C=C(C=C(C1OC)OC)C1(CC1)C=O